3-chloro-5-ethyl-5-methyl-5,7-dihydrofuro[3,4-c]pyridazine ClC1=CC2=C(N=N1)COC2(C)CC